CCCCCCCC/C=C\\CCCCCCCC(=O)OC(CO)COC(=O)CCC/C=C\\C/C=C\\C/C=C\\C/C=C\\CCCCC The molecule is a 1,2-diglyceride where arachidonoyl and oleoyl are the two acyl groups. It derives from an arachidonic acid and an oleic acid.